ClC1=C(C=C2C=C(N=CC2=C1)NC(=O)[C@H]1CC12CCOCC2)[C@H]2[C@@H](CN(CC2)C2(COCC2O)C)F (1S)-N-(7-chloro-6-((3S,4S)-3-fluoro-1-(4-hydroxy-3-methyltetrahydrofuran-3-yl)piperidin-4-yl)isoquinolin-3-yl)-6-oxaspiro[2.5]octane-1-carboxamide